ON1C(C=2C(C1=O)=CC(=CC2)OC=2C=C1C(C(=O)N(C1=O)O)=CC2)=O N,N'-dihydroxy-4,4'-oxybisphthalimide